N-[4-(6-chloro-5-methoxypyridin-3-yl)-3-{[(dimethylamino)methylidene]sulfamoyl}phenyl]-2-(2-chlorophenyl)acetamide ClC1=C(C=C(C=N1)C1=C(C=C(C=C1)NC(CC1=C(C=CC=C1)Cl)=O)S(N=CN(C)C)(=O)=O)OC